FC1=CC2=C(C(=C(S2)C(=O)O)C2=C(C=C(C(=C2)F)F)F)C=C1 6-fluoro-3-(2,4,5-trifluorophenyl)-1-benzothiophene-2-carboxylic acid